(R)-5-(7-chloro-3-cyclohexyl-2-methyl-1,1-dioxido-2,3,4,5-tetrahydrobenzo[f][1,2,5]thiadiazepin-8-yl)-2-fluorobenzoate ClC=1C(=CC2=C(NC[C@H](N(S2(=O)=O)C)C2CCCCC2)C1)C=1C=CC(=C(C(=O)[O-])C1)F